C12CNCC2CC1 3-azabicyclo[3.2.0]-heptane